C1(=CC=CC=C1)C(N1C[C@H]2CC[C@@H](C1)N2C(=O)OC(C)(C)C)C=2N=NNN2 tert-butyl (1R,5S)-3-(phenyl (2H-tetrazol-5-yl) methyl)-3,8-diazabicyclo[3.2.1]octane-8-carboxylate